N,N-Dimethyl-4-{4-[(5-nitrofuran-2-yl)methyl]piperazin-1-yl}benzamide CN(C(C1=CC=C(C=C1)N1CCN(CC1)CC=1OC(=CC1)[N+](=O)[O-])=O)C